CC=1C=C(C=C(C1O)C)C1(C(C=CC(=C1)C(C)C)C(C)C)C1=CC(=C(C(=C1)C)O)C 2,2-bis-(3,5-dimethyl-4-hydroxyphenyl)-p-diisopropylbenzene